(3Z,6Z)-3-(4-Fluoro-(phenyl-2,3,5,6-d4))-methylene-6-((5-(tert-butyl)-1H-imidazol-4-yl)methylene)piperazine-2,5-dione FC1=C(C(=C(C(=C1[2H])[2H])C1C(N\C(\C(N1)=O)=C/C=1N=CNC1C(C=C)(C)C)=O)[2H])[2H]